ClC=1C=C(C=NC1)C1=NC(=C2N=CN(C2=N1)[C@H]1[C@@H]([C@@H]([C@H](O1)C(=O)NC([2H])([2H])[2H])O)O)NCC1=CC(=CC=C1)OC(F)(F)F (2S,3S,4R,5R)-5-(2-(5-chloropyridin-3-yl)-6-(3-(trifluoromethoxy)benzylamino)-9H-purin-9-yl)-3,4-dihydroxyl-N-(methyl-d3)-tetrahydrofuran-2-carboxamide